C(C)(C)=C1C(C(C1)COC1OCCCC1)(C)C 2-[(3-isopropylidene-2,2-dimethylcyclobutyl)methoxy]tetrahydropyran